bis-(4-hydroxybenzoyl)-amine OC1=CC=C(C(=O)NC(C2=CC=C(C=C2)O)=O)C=C1